4-(N-(3,5-dicyclopropylbenzyl)-2-(N-(2,4,6-trifluorobenzyl)-(2,3,4,5,6-pentafluoro-phenyl)sulfonamido)acetamido)-3-methoxybenzoic acid C1(CC1)C=1C=C(CN(C(CN(S(=O)(=O)C2=C(C(=C(C(=C2F)F)F)F)F)CC2=C(C=C(C=C2F)F)F)=O)C2=C(C=C(C(=O)O)C=C2)OC)C=C(C1)C1CC1